CN(CCCCCC[N+]1=C(C(C2=CC=CC=C12)(C)C)\C=C\C1=C/C(/CCC1)=C/C=C\1/N(C2=CC=CC=C2C1(C)C)C)C 1-(6-(dimethylamino)hexyl)-3,3-dimethyl-2-((E)-2-((E)-3-(2-((E)-1,3,3-trimethylindolin-2-ylidene)ethylidene)cyclohex-1-en-1-yl)vinyl)-3H-indol-1-ium